1-{2-[(1-{[(tert-butyldimethylsilyl)oxy]methyl}cyclopropyl)methoxy]-7-chloro-8-fluoropyrido[4,3-d]pyrimidin-4-yl}-2,3,6,7-tetrahydroazepine [Si](C)(C)(C(C)(C)C)OCC1(CC1)COC=1N=C(C2=C(N1)C(=C(N=C2)Cl)F)N2CCC=CCC2